(2R)-1-[8-[(S)-amino(4,5-dichloro-2-hydroxyphenyl)methyl]-3-azabicyclo[3.2.1]octan-3-yl]-2,3-dihydroxypropan-1-one N[C@@H](C1C2CN(CC1CC2)C([C@@H](CO)O)=O)C2=C(C=C(C(=C2)Cl)Cl)O